C(#N)N1CC(CCC1)C(=O)NC1=CC(=NO1)C1=CC=CC=C1 1-Cyano-N-(3-phenylisoxazol-5-yl)piperidine-3-carboxamide